C(C1=CC=CC=C1)OC1=C(C=CC=C1)C=1C=C(SC1)C(=O)NC1=CC(=CC(=C1)NS(=O)(=O)C)Cl 4-(2-(benzyloxy)phenyl)-N-(3-chloro-5-(methylsulfonamido)phenyl)thiophene-2-carboxamide